5-(Benzyloxy)-1-(4-Chlorobenzyl)-2-(2,3,4-Trimethoxyphenyl)-1H-Benzo[d]imidazole C(C1=CC=CC=C1)OC1=CC2=C(N(C(=N2)C2=C(C(=C(C=C2)OC)OC)OC)CC2=CC=C(C=C2)Cl)C=C1